C(CCCCCCCCCCCCCCCCCCCCCCCCCCCCCC)(=O)OCCCCCCCCCCCCCCCCCCCCCCCCCCCCCCCC dotriacontan-1-yl hentriacontanoate